5-bromo-6-(2-fluorobenzyl)-3,3-dimethyl-2,3-dihydro-1H-pyrrolo[3,2-b]pyridine BrC1=C(C=C2C(=N1)C(CN2)(C)C)CC2=C(C=CC=C2)F